FC1=CC=2N(C3=CC=C(C=C3C2C(=C1)F)F)CC1=CC=C(CP(O)(O)=O)C=C1 (4-((2,4,6-trifluoro-9H-carbazol-9-yl)methyl)benzyl)phosphonic acid